CC(C(C)C(C(C(C(=O)[O-])(C(C)C(CCCC)C)C(C)C(CCCC)C)(O)C(=O)[O-])C(=O)[O-])CCCC Tri(3-methyl-2-heptyl)citrat